CC1=NOC(=C1)C1=CC=C(S1)S(=O)(=O)N1CCN(CC1)C[C@H](C)NC1=NC=NC2=C(C=CC=C12)C1=CN=C(S1)C(F)(F)F N-[(2S)-1-(4-{[5-(3-methyl-1,2-oxazol-5-yl)thiophen-2-yl]sulfonyl}piperazin-1-yl)propan-2-yl]-8-[2-(trifluoromethyl)-1,3-thiazol-5-yl]quinazolin-4-amine